Methyl 3-[3-(tert-butoxycarbonylamino)-2-methoxy-propyl]-2-[[4-[6-[(4-cyano-2-fluoro-phenyl)methoxy]-2-pyridyl]-2-fluoro-phenyl]methyl]benzimidazole-5-carboxylate C(C)(C)(C)OC(=O)NCC(CN1C(=NC2=C1C=C(C=C2)C(=O)OC)CC2=C(C=C(C=C2)C2=NC(=CC=C2)OCC2=C(C=C(C=C2)C#N)F)F)OC